rac-5-[[2-[(2S,5R)-5-methyl-2-(3-methyl-1H-indazol-5-yl)-1-piperidyl]-2-oxo-acetyl]amino]pyridine-3-carboxamide C[C@@H]1CC[C@H](N(C1)C(C(=O)NC=1C=C(C=NC1)C(=O)N)=O)C=1C=C2C(=NNC2=CC1)C |r|